Cl.C[C@@H]1CNC[C@H](O1)C (2R,6R)-2,6-dimethylmorpholine hydrochloride